di(2-ethylhexyl)phthalate C(C)C(COC(C=1C(C(=O)OCC(CCCC)CC)=CC=CC1)=O)CCCC